COC1=C(C(=O)NS(=O)(=O)C2=CC=C(C=C2)NC(=O)NC)C=CC=C1 N-(2-methoxybenzoyl)-4-[(methylaminocarbonyl)amino]Benzenesulfonamide